[Si]([O-])([O-])([O-])[O-].[Eu+3].[Ba+2].[N+3].[Si]([O-])([O-])([O-])[O-] nitrogen barium europium silicate